6-phenyl-7-(pyridin-2-yl)-7H-indolo[2,3-c]quinoline C1(=CC=CC=C1)C1=NC2=CC=CC=C2C2=C1N(C=1C=CC=CC12)C1=NC=CC=C1